C1=NC=C(C2=CC=CC=C12)S(=O)(=O)C1=CC=C(C=C1)CNC(=O)C=1C=C2C(=NC1)NN=C2 N-{[4-(isoquinoline-4-sulfonyl)phenyl]methyl}-1H-pyrazolo[3,4-b]pyridine-5-carboxamide